CC=1C=NC=CC1C1=CC=C(C=C1)S(=O)(=O)C=1C(=NC=CC1O)O 3-((4-(3-methylpyridin-4-yl)phenyl)sulfonyl)pyridine-2,4-diol